1-(4-hydroxyphenyl)1,4-dihydronicotinamide OC1=CC=C(C=C1)N1C=C(C(=O)N)CC=C1